C(C)(C)(C)C1N(CC1C(CC(C(=O)N1CCN(CC1)C1=CC(=C(C=C1)F)F)C)=O)C(=O)OCC1(C(C1)C[C@@H]1C([C@@H](CC1)C)(C)C)C (1-methyl-2-(((1R,3R)-2,2,3-trimethylcyclopentyl)methyl)cyclopropyl)methanol tert-butyl-3-[4-[4-(3,4-difluorophenyl)piperazin-1-yl]-3-methyl-4-oxo-butanoyl]azetidine-1-carboxylate